7-(4-methyl-6-(1H-1,2,4-triazol-3-yl)pyridin-3-yl)-1-(2-(tetrahydro-2H-pyran-4-yl)ethyl)-3,4-dihydropyrazino[2,3-b]pyrazin-2(1H)-one CC1=C(C=NC(=C1)C1=NNC=N1)C1=CN=C2C(=N1)N(C(CN2)=O)CCC2CCOCC2